C(CC)(=O)OC1=CC=C2C(=CNC2=C1)CCN(CC)CC 3-(2-(diethylamino) ethyl)-1H-indol-6-yl propionate